isobutyl octadecyl phosphate P(=O)(OCC(C)C)(OCCCCCCCCCCCCCCCCCC)[O-]